N-((1R,4R)-4-((4-((5-cyclopropyl-1H-pyrazol-3-yl)amino)pyrimidin-2-yl)(methyl)amino)cyclohexyl)-2,3-dihydro-1H-indene-2-carboxamide C1(CC1)C1=CC(=NN1)NC1=NC(=NC=C1)N(C1CCC(CC1)NC(=O)C1CC2=CC=CC=C2C1)C